CC=1C=CC(=C2C=CC(=NC12)C=1OC2=C(C1C)C=CC=C2)OCC2=NC=CC=C2 8-Methyl-2-(3-methyl-1-benzofuran-2-yl)-5-(pyridin-2-ylmethoxy)quinoline